C(C)(=O)C1=C(C2=C(N=C(N=C2)NC2=NC=C(C=C2)N2CCC(CC2)OC2=CC=C(C=C2)CCl)N(C1=O)C1CCCC1)C 6-acetyl-2-[[5-[4-[4-(chloromethyl)phenoxy]-1-piperidyl]-2-pyridyl]amino]-8-cyclopentyl-5-methyl-pyrido[2,3-d]pyrimidin-7-one